5-chloro-N-(1-cyanocyclopropyl)-1-(trimethylstannyl)imidazo[1,5-a]pyridine-7-sulfonamide ClC1=CC(=CC=2N1C=NC2[Sn](C)(C)C)S(=O)(=O)NC2(CC2)C#N